3-(2,6-difluoro-4-(2,7-diazaspiro[3.5]non-2-yl)phenyl)piperidine-2,6-dione FC1=C(C(=CC(=C1)N1CC2(C1)CCNCC2)F)C2C(NC(CC2)=O)=O